4-methacryloxy-4'-methoxybenzophenone C(C(=C)C)(=O)OC1=CC=C(C(=O)C2=CC=C(C=C2)OC)C=C1